The molecule is an organosulfonate oxoanion that is the conjugate base of taurodeoxycholic acid. It has a role as a human metabolite. It is a conjugate base of a taurodeoxycholic acid. C[C@H](CCC(=O)NCCS(=O)(=O)[O-])[C@H]1CC[C@@H]2[C@@]1([C@H](C[C@H]3[C@H]2CC[C@H]4[C@@]3(CC[C@H](C4)O)C)O)C